4-(3,4,5-trichloro-1H-indole-2-carbonyl)piperazin-2-one ClC1=C(NC2=CC=C(C(=C12)Cl)Cl)C(=O)N1CC(NCC1)=O